2-(5-Bromo-4-fluoro-2-methylphenyl)-N-{3-sulfamoyl-4-[4-(trifluoromethyl)-1H-pyrazol-1-yl]phenyl}acetamide (S)-tert-butyl-3-amino-4-hydroxypyrrolidine-1-carboxylate C(C)(C)(C)OC(=O)N1C[C@@H](C(C1)O)N.BrC=1C(=CC(=C(C1)CC(=O)NC1=CC(=C(C=C1)N1N=CC(=C1)C(F)(F)F)S(N)(=O)=O)C)F